OC(CC(=O)OC(CC(=O)OCC(COC(CC(C)OC(CC(C)O)=O)=O)OC(CC(C)OC(CC(C)O)=O)=O)C)C propane-1,2,3-triyl tris(3-((3-hydroxybutanoyl)oxy) butanoate)